methyl (R)-3-bromo-2-methylpropionate BrC[C@@H](C(=O)OC)C